iso-hexanone CC(CC(C)C)=O